p-methylthiopropiophenone CC1=CC=C(C=C1)C(CC)=S